ClC=1C=CC2=C(C(=N[C@H](C=3N2C(=NN3)SCOP(=O)(O)O)CCC(=O)OC)C3=C(C=CC=C3)Cl)C1 methyl (S)-3-(8-chloro-6-(2-chlorophenyl)-1-(((phosphonooxy)methyl)thio)-4H-benzo[f][1,2,4]triazolo[4,3-a][1,4]diazepin-4-yl)propionate